(E)-N-fluorenylmethoxycarbonyl-L-methionine C1(=CC=CC=2C3=CC=CC=C3CC12)COC(=O)N[C@@H](CCSC)C(=O)O